ClC1=CC=C(C=C1)C1=CC=2C(C(=N1)C=1C=NN(C1)C)=NNC2 5-(4-Chlorophenyl)-7-(1-methyl-1H-pyrazol-4-yl)-2H-pyrazolo[3,4-c]pyridine